2-[2-fluoro-4-(2,3,5,6-tetrafluorophenoxy)phenyl]-4,4,5,5-tetramethyl-1,3,2-dioxaborolan FC1=C(C=CC(=C1)OC1=C(C(=CC(=C1F)F)F)F)B1OC(C(O1)(C)C)(C)C